2,2-dimethyl-2,3-dihydropyrazolo[5,1-b]oxazole-7-sulfonimidamide CC1(CN2C(O1)=C(C=N2)S(=O)(N)=N)C